O[C@@]1(C(N(CC1)C)=O)C#CC1=CC(=CC=C1)C=1C=CC=2N=CN=C(C2N1)NC1COC1 (R)-3-Hydroxy-1-methyl-3-((3-(4-(oxetan-3-ylamino)pyrido[3,2-d]pyrimidin-6-yl)phenyl)ethynyl)pyrrolidin-2-one